(4-amino)cyclohexanol NC1CCC(CC1)O